4-(4-((4-(methylsulfonyl)benzyl)oxy)phenyl)-N-((5-oxo-1-phenylpyrrolidin-3-yl)methyl)-1H-imidazole-1-carboxamide CS(=O)(=O)C1=CC=C(COC2=CC=C(C=C2)C=2N=CN(C2)C(=O)NCC2CN(C(C2)=O)C2=CC=CC=C2)C=C1